C1N(CC2C1CNC2)S(=O)(=O)N2CCC(CC2)NC=2N=CC1=C(N2)N(C(C12CC2)=O)C2C(CCC2)C 2'-[(1-{hexahydro-1H-pyrrolo[3,4-c]pyrrole-2-sulfonyl}piperidin-4-yl)amino]-7'-(2-methylcyclopentyl)spiro[cyclopropane-1,5'-pyrrolo[2,3-d]pyrimidin]-6'-one